[2-[2-[bis[(2,4-dimethoxyphenyl)methyl]amino]-4,6-dimethoxy-pyrimidin-5-yl]oxy-1,1,2,2-tetradeuterio-ethyl]4-methylbenzenesulfonate COC1=C(C=CC(=C1)OC)CN(C1=NC(=C(C(=N1)OC)OC(C([2H])([2H])OS(=O)(=O)C1=CC=C(C=C1)C)([2H])[2H])OC)CC1=C(C=C(C=C1)OC)OC